ClC1=CC=C(CNC(=O)NC2=CC=C(C=C2)CN2C([C@H](CC2)C)=O)C=C1 (S)-1-(4-chlorobenzyl)-3-(4-((3-methyl-2-oxopyrrolidin-1-yl)methyl)phenyl)urea